N-(5-(3-methoxy-4-sulfamoylphenyl)thiazol-2-yl)-2,2,6,6-tetramethyltetrahydro-2H-pyran-4-carboxamide COC=1C=C(C=CC1S(N)(=O)=O)C1=CN=C(S1)NC(=O)C1CC(OC(C1)(C)C)(C)C